C1=NC=C(C2=CC=CC=C12)C(C#C)N 1-(isoquinolin-4-yl)prop-2-yn-1-amine